BrC=1C=C(C=CC1I)C=1C2=CC=CC=C2C=C2C=CC=CC12 9-(3-bromo-4-iodophenyl)anthracene